O1CCN(CC1)[C@@]1([C@H](O)[C@H](O)[C@@H](CO)O1)N1C=NC=2C(O)=NC=NC12 Morpholino-inosine